C(C(=C)C)(=O)OCCCCCCCCCCCCOC(C(=C)C)=O 1,12-Dodecandiol dimethacrylat